C(C)OC(CCC(=O)C1=NC2=C(C=CC=C2C(=C1O)C#N)C1=CC=C(C=C1)Cl)=O 4-[8-(4-chloro-phenyl)-4-cyano-3-hydroxy-quinolin-2-yl]-4-oxo-butyric acid ethyl ester